(5aR,10bS)-9-(3,5-di-tert-butylphenyl)-2-phenyl-4,5a,6,10b-tetrahydroindeno[2,1-b][1,2,4]triazolo[4,3-d][1,4]oxazin-2-ium tetrafluoroborate F[B-](F)(F)F.C(C)(C)(C)C=1C=C(C=C(C1)C(C)(C)C)C1=CC=C2C[C@H]3OCC=4N([C@H]3C2=C1)C=[N+](N4)C4=CC=CC=C4